(2S)-2-(tert-butoxycarbonylamino)-2-cyclobutyl-acetic acid methyl ester COC([C@H](C1CCC1)NC(=O)OC(C)(C)C)=O